(2S,3R)-N-(4-fluorophenyl)-3-hydroxy-N-methylpyrrolidine-2-carboxamide FC1=CC=C(C=C1)N(C(=O)[C@H]1NCC[C@H]1O)C